N-(5-fluoro-2,3-dihydro-1H-inden-2-yl)acetamide FC=1C=C2CC(CC2=CC1)NC(C)=O